N-(5-(3,5-difluorobenzyl)-1H-indazol-3-yl)-4-(4-(1-(2-((2,6-dioxopiperidin-3-yl)amino)benzyl)piperidin-4-yl)piperazin-1-yl)-2-((tetrahydro-2H-pyran-4-yl)amino)benzamide FC=1C=C(CC=2C=C3C(=NNC3=CC2)NC(C2=C(C=C(C=C2)N2CCN(CC2)C2CCN(CC2)CC2=C(C=CC=C2)NC2C(NC(CC2)=O)=O)NC2CCOCC2)=O)C=C(C1)F